CC1=C(C=CC(=C1)C(=O)NC)N 4-amino-N,3-dimethylbenzamide